(S)-N-((R)-(2-(allyloxy)-5-chloro-4-methylphenyl)(1-((R)-2,2-dimethyl-1,3-dioxolane-4-carbonyl)piperidin-4-yl)methyl)-2-methylpropane-2-sulfinamide C(C=C)OC1=C(C=C(C(=C1)C)Cl)[C@H](N[S@@](=O)C(C)(C)C)C1CCN(CC1)C(=O)[C@@H]1OC(OC1)(C)C